COC(=O)C1=C(C=2C=CC(=NC2C=2N1N=CN2)C2=CC(=CC=C2)Cl)O.[Si](C2=CC=CC=C2)(C2=CC=CC=C2)(C(C)(C)C)OC2CCC(NC2)=O 5-((tert-butyldiphenylsilyl)oxy)piperidin-2-one methyl-9-(3-chlorophenyl)-6-hydroxy-[1,2,4]triazolo[1,5-h][1,7]naphthyridine-5-carboxylate